CC1=C(C(=CC(=C1)C)C)N1C(N(CC1)C1=C(C=C(C=C1C)C)C)=[Ru](=CC1=C(C=CC=C1)OC(C)C)(Cl)Cl [1,3-Bis(2,4,6-trimethylphenyl)imidazolidin-2-ylidene]-dichloro-[(2-isopropoxyphenyl)-methylene]ruthenium